F[C@H]1[C@H](C1)C(=O)NC1=NC=C2C=C(C=3N(C2=C1)C=CN3)C=3C=NC(=CC3C)[C@](CCC)([2H])O (1R,2R)-2-fluoro-N-(4-(6-((R)-1-hydroxybutyl-1-d)-4-methylpyridin-3-yl)imidazo[1,2-a][1,6]naphthyridin-8-yl)cyclopropane-carboxamide